C(C)(C)[C@@H]1[C@H](C1)C1=CC(=NN(C1=C=O)C)N1C(NC(C=C1)=O)=O (5-((1s,2r)-2-isopropylcyclopropyl)-1-methyl-6-carbonyl-1,6-dihydropyridazin-3-yl)pyrimidine-2,4(1h,3h)-dione